2-Methyl-N-(1-(naphthalen-1-yl)cyclopropyl)-5-(2-(phenylamino)ethoxy)benzamide CC1=C(C(=O)NC2(CC2)C2=CC=CC3=CC=CC=C23)C=C(C=C1)OCCNC1=CC=CC=C1